CNC(C)CC1=CC2=C(C=C1)OCO2 N-methyl-3,4-methylenedioxyamphetamine